[1,3,2]-dioxaphosphorinane O1POCCC1